7-fluoro-4-isopropyl-2-(3-(trifluoromethyl)-1H-pyrazol-4-yl)quinolin FC1=CC=C2C(=CC(=NC2=C1)C=1C(=NNC1)C(F)(F)F)C(C)C